Cl.C12NCC(C1)(C2)C(=O)OCC ethyl 2-azabicyclo[2.1.1]hexane-4-carboxylate hydrochloride